3-fluoro-5-((7-oxo-1-(trifluoromethyl)-6,7-dihydro-5H-cyclopenta[c]pyridin-4-yl)oxy)benzonitrile FC=1C=C(C#N)C=C(C1)OC=1C2=C(C(=NC1)C(F)(F)F)C(CC2)=O